C(C)(=O)O[C@@H](COC1=C(C=C(C=C1)C(C)(C)C1=CC(=C(C=C1)OC[C@@H](CCl)OC(C)=O)Cl)Cl)COC (R)-1-(4-(2-(4-((S)-2-acetoxy-3-chloropropoxy)-3-chlorophenyl)propan-2-yl)-2-chlorophenoxy)-3-methoxypropan-2-yl acetate